ClC1=C(C(=C(C=C1OC)OC)Cl)C1=CC2=C(N=C(N=C2)N[C@H]2[C@H](COC2)NC(C=C)=O)C(=N1)N1CC(CC1)OC N-((3R,4S)-4-((6-(2,6-dichloro-3,5-dimethoxyphenyl)-8-(3-methoxypyrrolidin-1-yl)pyrido[3,4-d]pyrimidin-2-yl)amino)tetrahydrofuran-3-yl)acryl-amide